O1C(=NC=C1)C=1C=C2C(=NC=NC2=CC1)N1CC(CCC1)CNS(=O)(=O)C N-((1-(6-(OXAZOL-2-YL)QUINAZOLIN-4-YL)PIPERIDIN-3-YL)METHYL)METHANESULFONAMIDE